COC(=O)C1(C(N(C1C)CC)C)C1=CC(=C(C=C1)F)F 3-(3,4-difluorophenyl)-1-ethyl-2,4-dimethylazetidine-3-carboxylic acid methyl ester